C(C=C)OCCCC(=O)O 4-(ALLYLOXY)BUTANOIC ACID